2,6-dimethylpiperidinylpimelic acid CC1N(C(CCC1)C)C(C(=O)O)CCCCC(=O)O